2-methoxy-4,5-bis(2,2,3,3,4,4,5,5,5-nonafluoropentyl)-1,3-dioxolane COC1OC(C(O1)CC(C(C(C(F)(F)F)(F)F)(F)F)(F)F)CC(C(C(C(F)(F)F)(F)F)(F)F)(F)F